C(C)(=O)[O-].C(CCCCCCCCCCC)N1C=[N+](C=C1)CCCCCCCCCCCC 1,3-didodecylimidazolium acetate